phosphorinium [PH+]1=CC=CC=C1